4-fluorobutyraldehyde dimethylacetal COC(CCCF)OC